C(#N)C=1C=C(C=C(C1)C(F)(F)F)S(=O)(=O)NC1=C(C(=C(C=C1)F)CCC=1C=C2C(=NC1)NN=C2)F 3-cyano-N-[2,4-difluoro-3-(2-[1H-pyrazolo[3,4-b]pyridin-5-yl]ethyl)phenyl]-5-(trifluoromethyl)benzenesulfonamide